tert-butyl-6-(methyl (o-tolyl) carbamoyl)-2-azaspiro[3.3]heptane-2-carboxylate C(C)(C)(C)OC(=O)N1CC2(C1)CC(C2)C(N(C2=C(C=CC=C2)C)C)=O